(1S,2R,3R,4R,5S)-1-(((6-azidohexyl)oxy)methyl)-4-((6-(trifluoromethyl)pyrazin-2-yl)amino)-6,8-dioxabicyclo[3.2.1]octane-2,3-diol N(=[N+]=[N-])CCCCCCOC[C@@]12[C@@H]([C@@H]([C@H]([C@@H](OC1)O2)NC2=NC(=CN=C2)C(F)(F)F)O)O